4-(3-(chloromethyl)-1H-pyrazol-1-yl)pyridine ClCC1=NN(C=C1)C1=CC=NC=C1